2-[3-chloro-4-[8-[3-chloro-4-[4-[2-(hydroxymethyl)piperazine-1-carbonyl]piperidine-1-carbonyl]anilino]imidazo[1,2-a]pyrazin-3-yl]-2-fluoro-phenoxy]acetonitrile trifluoroacetate FC(C(=O)O)(F)F.ClC=1C(=C(OCC#N)C=CC1C1=CN=C2N1C=CN=C2NC2=CC(=C(C=C2)C(=O)N2CCC(CC2)C(=O)N2C(CNCC2)CO)Cl)F